N-(cyanomethyl)-5-(3-(piperidine-1-carbonyl)pyrazolo[1,5-a]pyridin-7-yl)picolinamide C(#N)CNC(C1=NC=C(C=C1)C1=CC=CC=2N1N=CC2C(=O)N2CCCCC2)=O